NCCCCCCCCCCC(=O)N[C@H](C(=O)N1[C@@H](C[C@H](C1)O)C(=O)NCC1=CC=C(C=C1)C1=C(N=CS1)C)C(C)(C)C (2S,4R)-1-[(2S)-2-(11-aminoundecanamido)-3,3-dimethylbutanoyl]-4-hydroxy-N-{[4-(4-methyl-1,3-thiazol-5-yl)phenyl]methyl}pyrrolidine-2-carboxamide